COC(=O)C12CCCC(N1C(NC1=CC(=C(C=C1)C)C1=NC=CC=C1)=O)C2 6-[[4-Methyl-3-(2-pyridinyl)phenyl]carbamoyl]-6-azabicyclo[3.1.1]heptane-1-carboxylic acid methyl ester